C(#N)C1CN(C1)S(=O)(=O)N1C[C@H](CCC1)C(=O)N1[C@H](CCC1)C(=O)O ((S)-1-((3-cyanoazetidin-1-yl)sulfonyl)piperidine-3-carbonyl)-D-proline